The molecule is a hydrochloride salt resulting from the reaction of equimolar amounts of ancitabine and hydrogen chloride. It has a role as an antimetabolite and an antineoplastic agent. It contains an ancitabine(1+). C1=CN2[C@H]3[C@H]([C@@H]([C@H](O3)CO)O)OC2=NC1=N.Cl